O1CCN(CC1)CCNC1=CC=C(C=N1)C=1N=CC=2N(C1)C(=CN2)C=2C=C(C=CC2)O 3-[6-[6-(2-morpholinoethyl-amino)-3-pyridyl]imidazo[1,2-a]pyrazin-3-yl]phenol